2-(4-cyclopropylphenyl)-9-diazo-8-oxo-2,3,4,5a,6,7,8,9-octahydro-5H-1,2,5,7-tetraazabenzo[cd]azulene-5-carboxylate C1(CC1)C1=CC=C(C=C1)N1N=C2C(C(NCC3C2=C1CCN3C(=O)[O-])=O)=[N+]=[N-]